1-bromo-2-octadecyloxyethane BrCCOCCCCCCCCCCCCCCCCCC